CC1(OB(OC1(C)C)C1=CC=C(C2=CC=CC(=C12)C#C[Si](C(C)C)(C(C)C)C(C)C)NC([O-])=O)C (4-(4,4,5,5-tetramethyl-1,3,2-dioxaborolan-2-yl)-5-((triisopropylsilyl) Ethynyl)naphthalen-1-yl)carbamate